C(C)(C)(C)OC(=O)N1C[C@@H](CCC1)NC1=NC=C(C=N1)C#N (R)-3-((5-cyanopyrimidin-2-yl)amino)piperidine-1-carboxylic acid tert-butyl ester